COC1=CC(=C(C=C1NC1=NC=C(C(=N1)C=1C=NN2C1C=CC=C2)C)NC(\C=C/C=C)=O)C=2CCN(CC2)C N-{4-methoxy-2-(1-methyl-1,2,3,6-tetrahydropyridin-4-yl)-5-{[5-methyl-4-pyrazolo[1,5-a]pyridin-3-ylpyrimidin-2-yl]amino}phenyl}-cis-2,4-pentadieneamide